[Fe+2].NCC(=O)[O-].NCC(=O)[O-] Bisglycine iron (II) salt